FC1(CN(C(N(C1)CC1=CC=C(C=C1)OCC(C)C)=O)C1CCN(CC1)C)F 5,5-difluoro-1-(4-isobutoxybenzyl)-3-(1-methylpiperidin-4-yl)tetrahydropyrimidin-2(1H)-one